N-isopropyl-7-(4-(trifluoromethyl)phenoxy)-3,4-dihydroisoquinoline-2(1H)-sulfonamide C(C)(C)NS(=O)(=O)N1CC2=CC(=CC=C2CC1)OC1=CC=C(C=C1)C(F)(F)F